FC1=CC=C(C=C1)N1N=C(N=C1)C(=O)N(C1=CC=C(C=C1)C)C 1-(4-fluorophenyl)-N-methyl-N-(p-tolyl)-1H-1,2,4-triazole-3-carboxamide